1-((R)-2-(3-((2-((3S,4R)-3-fluoro-4-methoxypiperidin-1-yl)pyrimidin-4-yl)amino)-5-isopropyl-8-(3-((methylsulfonyl)methyl)azetidin-1-yl)isoquinolin-6-yl)azetidin-1-yl)prop-2-en-1-one F[C@H]1CN(CC[C@H]1OC)C1=NC=CC(=N1)NC=1N=CC2=C(C=C(C(=C2C1)C(C)C)[C@@H]1N(CC1)C(C=C)=O)N1CC(C1)CS(=O)(=O)C